2-[1-[(2,3-Difluorophenyl)methyl]-5-oxo-pyrrolidin-2-yl]-N-(1,2,4-thiadiazol-5-yl)acetamid FC1=C(C=CC=C1F)CN1C(CCC1=O)CC(=O)NC1=NC=NS1